ClC1=C(OC2=CC=C(C=N2)C2CN(C2)C(=O)N2C[C@H](CC2)C2=CN=NN2)C=CC(=C1)Cl [3-[6-(2,4-dichlorophenoxy)-3-pyridinyl]azetidin-1-yl]-[(3S)-3-(1H-triazol-5-yl)pyrrolidin-1-yl]methanone